C(CC)S(=O)(=O)OC methyl Propyl-sulfonate